(+)-(3R*,4S*)-4-(2,6-difluoro-4-methoxyphenyl)-2-oxopyrrolidine-3-carboxylic acid FC1=C(C(=CC(=C1)OC)F)[C@@H]1[C@H](C(NC1)=O)C(=O)O |o1:10,11|